N-(6-Amino-5-methylpyridin-3-yl)-2-((2R,5S)-5-methyl-2-phenylpiperidin-1-yl)-2-oxoacetamide NC1=C(C=C(C=N1)NC(C(=O)N1[C@H](CC[C@@H](C1)C)C1=CC=CC=C1)=O)C